C1(CC1)N(C(=O)C=1C=NN2C1CN(CC2)C(=O)C=2NC1=CC=CC=C1C2)C2CC2 N,N-dicyclopropyl-5-(1H-indole-2-carbonyl)-4H,5H,6H,7H-pyrazolo[1,5-a]pyrazine-3-carboxamide